FC=1C=CC2=C(N(C=N2)C2CC(C2)C(=O)O)C1 3-(6-fluorobenzimidazol-1-yl)cyclobutanecarboxylic acid